COC([C@H]([C@H]1CN(CC1)C)NC(=O)C1=CC=C(C(=O)N[C@H](C(=O)OC)[C@H]2CN(CC2)C)C=C1)=O methyl (2S)-2-[[4-[[(1S)-2-methoxy-1-[(3R)-1-methylpyrrolidin-3-yl]-2-oxo-ethyl]carbamoyl]benzoyl]amino]-2-[(3R)-1-methylpyrrolidin-3-yl]acetate